(6-(2,6-dichloro-3,5-dimethoxyphenyl)-1-(4-methoxybenzyl)-4,5,6,7-tetrahydro-1H-indazol-3-yl)carbamic acid tert-butyl ester C(C)(C)(C)OC(NC1=NN(C=2CC(CCC12)C1=C(C(=CC(=C1Cl)OC)OC)Cl)CC1=CC=C(C=C1)OC)=O